ClC=1C=C(C)C=C(C1S(=O)(=O)O)Cl 3,5-dichloro-4-toluenesulfonic acid